ClC=1C=C(C=CC1F)[C@H](NC(=O)N1CC(NCC1)=O)C1CCN(CC1)[C@@H](C(F)(F)F)C (2R)-N-((R)-(3-chloro-4-fluorophenyl)(1-(R)-(1,1,1-trifluoropropan-2-yl)piperidin-4-yl)methyl)-3-oxopiperazine-1-carboxamide